1-(2-(2-(2,2-difluoroethoxy)-5-fluorophenyl)ethyl)-N-methyl-3-(1H-pyrazol-4-yl)pyrazolo[1,5-a]pyrimidin-5-amine FC(COC1=C(C=C(C=C1)F)CCN1CC(=C2N1C=CC(=N2)NC)C=2C=NNC2)F